N-((6-((7-methoxy-2-methyl-1H-imidazo[4,5-c][1,8]naphthyridin-1-yl)methyl)pyridin-3-yl)-sulfonyl)acetamide COC=1C=CC=2C3=C(C=NC2N1)N=C(N3CC3=CC=C(C=N3)S(=O)(=O)NC(C)=O)C